OC1=C(C(=C(C(=O)OC2=C(C(=C(C(=O)OCC3=CC=CC=C3)C(=C2C)C)C)C)C(=C1)C)C)C benzyl 4-((4-hydroxy-2,3,6-trimethylbenzoyl)oxy)-2,3,5,6-tetramethylbenzoate